ClC1=C(C=C(CN(C2CCN(CC2)C(=O)N2N=C(C=C2)NS(=O)(=O)C)C)C=C1)N1CCC(CC1)F N-(1-(4-((4-Chloro-3-(4-fluoropiperidin-1-yl)benzyl)(methyl)amino)piperidine-1-carbonyl)-1H-pyrazol-3-yl)methanesulfonamide